4,4'-dicyanodiphenyl ether C1=CC(=CC=C1C#N)OC2=CC=C(C=C2)C#N